4-(2-(5-cyclopropyl-3,3-dimethyl-2-oxoindolin-1-yl)acetamido)-4-methylpentanoic acid C1(CC1)C=1C=C2C(C(N(C2=CC1)CC(=O)NC(CCC(=O)O)(C)C)=O)(C)C